tert-butyl 2-{[4-(methanesulfonylmethyl)phenyl]amino}-5H,6H,7H,8H-pyrido[3,4-d]pyrimidine-7-carboxylate CS(=O)(=O)CC1=CC=C(C=C1)NC=1N=CC2=C(N1)CN(CC2)C(=O)OC(C)(C)C